C=C(CCN1CCC(CC1)CCCC1CCN(CC1)CCC(C(C=C)=C)=C)C(C=C)=C 1,3-bis(1-(3,4-dimethylenehex-5-enyl)piperidin-4-yl)propane